CN1C(=CC2=CC=CC=C12)C(C)O 1-(1-methyl-1H-indol-2-yl)ethan-1-ol